5,3,4'-Trihydroxy-7-methoxy-Isoflavon OC1=C2C(C(COC2=CC(=C1)OC)(C1=CC=C(C=C1)O)O)=O